penta-acetyl-glucose Methyl-(S,E)-2-(4-bromo-2-(3-(5-chloro-2-(((6-chloropyridin-2-yl)oxy)methyl)phenyl)allyl)benzyl)-4-methoxy-1-(oxetan-2-ylmethyl)-1H-benzo[d]imidazole-6-carboxylate CC1=C(C2=C(N(C(=N2)CC2=C(C=C(C=C2)Br)C\C=C\C2=C(C=CC(=C2)Cl)COC2=NC(=CC=C2)Cl)C[C@H]2OCC2)C=C1C(=O)O)OC.C(C)(=O)[C@@]([C@]([C@@]([C@](C(=O)C(C)=O)(O)C(C)=O)(O)C(C)=O)(O)C(C)=O)(O)CO